C(C)N(CC(=O)[O-])C(=O)OC1CCC(CC1)N[C@@H]1C[C@@H](N(C2=CC=CC=C12)C(CC)=O)C |o1:17,19| Ethyl((((1R,4r)-4-(((2S*,4R*)-2-methyl-1-propionyl-1,2,3,4-tetrahydroquinolin-4-yl)amino)cyclohexyl)oxy)carbonyl)glycinate